[O].P.P diphosphine oxygen